CN(\C=C\C(\C=C\C=1SC=CC1)=O)C (1E,4E)-1-(dimethylamino)-5-(thiophen-2-yl)penta-1,4-dien-3-one